C(C1=CC=CC=C1)OC=1C(=CC(=C(NC2=NC=C(C(=N2)NC2=C(C=C(C=C2)OC)NS(=O)(=O)C)Cl)C1)C)OC N-[2-[[2-(5-benzyloxy-4-methoxy-2-methyl-anilino)-5-chloro-pyrimidin-4-yl]amino]-5-methoxy-phenyl]methanesulfonamide